5-((2-(2,6-Dioxopiperidin-3-yl)-1-oxoisoindolin-5-yl)oxy)pentanoic acid methyl ester COC(CCCCOC=1C=C2CN(C(C2=CC1)=O)C1C(NC(CC1)=O)=O)=O